CC=1NC(C(=NC1)C(=O)N)=O 5-methyl-3-oxo-3,4-dihydropyrazine-2-carboxamide